C1(CC1)C1=NN(C=N1)C1CC2(CN(C2)C(=O)N2CC3(CN(C3)S(=O)(=O)C3=C(C=C(C=C3F)F)F)C2)C1 [6-(3-cyclopropyl-1,2,4-triazol-1-yl)-2-azaspiro[3.3]heptan-2-yl]-[2-(2,4,6-trifluorophenyl)sulfonyl-2,6-diazaspiro[3.3]heptan-6-yl]methanone